FC1=CC=C(C=C1)N1N=CC(=C1C(F)(F)F)C(=O)N 1-(4-fluorophenyl)-5-(trifluoromethyl)-1H-pyrazole-4-carboxamide